1-(3-chloropyridin-2-yl)-N-(2-bromo-4-chloro-6-(isopropylcarbamoyl)phenyl)-N-methyl-1H-pyrazole-5-carboxamide ClC=1C(=NC=CC1)N1N=CC=C1C(=O)N(C)C1=C(C=C(C=C1C(NC(C)C)=O)Cl)Br